NC=1N=CC(=NC1OC=1C=NN(C1)C1CCN(CC1)C)C1=CC(=C(CNC(=O)NC)C=C1)C 1-(4-(5-amino-6-((1-(1-methylpiperidin-4-yl)-1H-pyrazol-4-yl)oxy)pyrazin-2-yl)-2-methylbenzyl)-3-methylurea